C(C)(C)N1CCN(CC1)C1=CC=C(C=C1)C=1C=C(C2=C(N(C=N2)C)C1)C=1CCN(CC1)C(=O)OC(C)(C)C tert-butyl 4-(6-(4-(4-isopropylpiperazin-1-yl)phenyl)-1-methyl-1H-benzo[d]imidazol-4-yl)-3,6-dihydropyridine-1(2H)-carboxylate